C(C)(C)C1SCCCC1 isopropyl-thiane